CNCC(C)O 1-(methylamino)propan-2-ol